7-deaza-8-azaadenine N1=CN=C2N=NCC2=C1N